BrC1=CC2=C(N(N=C2C=C1)[C@H]1C=C(C(=O)O)O[C@H]([C@@H]1NC(C(Cl)(Cl)Cl)=O)[C@H](O)[C@H](O)CO)C#N 2,6-Anhydro-4-(5-bromo-3-cyano-2H-indazol-2-yl)-5-(2,2,2-trichloroacetamido)-3,4,5-trideoxy-D-glycero-D-galacto-non-2-enonic acid